C(C)(C)(C)OC(N(C)C1CCC2=CC(=CC(=C12)Cl)Br)=O N-(5-bromo-7-chloro-2,3-dihydro-1H-inden-1-yl)-N-methylcarbamic acid tert-butyl ester